2,5-diallyl-oxy-terephthalaldehyde C(C=C)OC1=C(C=O)C=C(C(=C1)C=O)OCC=C